(S)-3-methyl-4-(prop-2-yn-1-yl)morpholine C[C@@H]1N(CCOC1)CC#C